4-[(3R)-3-(2-chloro-4-methyl-sulfonyl-phenyl)-1,4-oxazepan-4-yl]-6-methyl-pyrimidin-2-amine ClC1=C(C=CC(=C1)S(=O)(=O)C)[C@@H]1COCCCN1C1=NC(=NC(=C1)C)N